5-(6-cyclopropoxynaphthalen-2-yl)-4-(isopropylamino)-7H-pyrrolo[2,3-d]pyrimidin C1(CC1)OC=1C=C2C=CC(=CC2=CC1)C1=CNC=2N=CN=C(C21)NC(C)C